NC1(CC1C=1C=CC(=C(C1)NC(=O)[C@@H]1N(CCC1)C(=O)NC1=CC=C(C=C1)Cl)F)C1=CC(=CC=C1)C#N (R)-N2-(5-((+)-1-amino-1-(3-cyanophenyl)-3-cyclopropyl)-2-fluorophenyl)-N1-(4-chlorophenyl)pyrrolidine-1,2-dicarboxamide